(1-(4-(quinolin-3-yl)pyrimidin-2-yl)piperidin-4-yl)ethanol N1=CC(=CC2=CC=CC=C12)C1=NC(=NC=C1)N1CCC(CC1)C(C)O